5-{2-[2-(4,7-dichloroquinoline-8-sulfonamido)phenyl]ethynyl}pyridine-2-carboxylic acid ClC1=CC=NC2=C(C(=CC=C12)Cl)S(=O)(=O)NC1=C(C=CC=C1)C#CC=1C=CC(=NC1)C(=O)O